C(C)N1C=NC2=C1N=NC=C2C2=CC(=C(C=C2)F)C=2C(=CC1=CN(N=C1C2)C)OC 7-Ethyl-4-(4-fluoro-3-(5-methoxy-2-methyl-2H-indazol-6-yl)phenyl)-7H-imidazo[4,5-c]pyridazine